1-(4-(3-hydroxyazetidin-1-yl)phenyl)-3-((2-(trimethylsilyl)ethoxy)methyl)dihydropyrimidine-2,4(1H,3H)-dione OC1CN(C1)C1=CC=C(C=C1)N1C(N(C(CC1)=O)COCC[Si](C)(C)C)=O